tert-Butyl 3-(4-(1,1-difluoro-2-hydroxy-2-methylpropoxy)-7-(1-methyl-1H-pyrazol-3-yl)benzo[d]oxazol-2-yl)-3,8-diazabicyclo[3.2.1]octane-8-carboxylate FC(C(C)(C)O)(OC1=CC=C(C2=C1N=C(O2)N2CC1CCC(C2)N1C(=O)OC(C)(C)C)C1=NN(C=C1)C)F